C12COCCC2(C1)C1=NC=CC(=C1N)C1=CC=CC=C1 (+-)-2-(3-oxabicyclo[4.1.0]heptan-6-yl)-4-phenylpyridin-3-amine